lauric acid octyl ester C(CCCCCCC)OC(CCCCCCCCCCC)=O